2-(7-((1R,5R,6S)-3-ethyl-3-azabicyclo[4.1.0]heptan-5-yl)-6,7-dihydro-5H-pyrrolo[2,3-c]pyridazin-3-yl)-3-methyl-5-(trifluoromethyl)phenol C(C)N1C[C@@H]2C[C@@H]2[C@H](C1)N1CCC2=C1N=NC(=C2)C2=C(C=C(C=C2C)C(F)(F)F)O